ClC=1N=C(C2=C(N1)SC=C2)Cl 2,4-dichlorothieno[2,3-D]Pyrimidine